S1C(CCCC1)C(=O)O thianoic acid